N(=[N+]=[N-])CC1=C(C(=O)O)C=CC(=C1)[N+](=O)[O-] 2-(azidomethyl)-4-nitrobenzoic acid